3-methoxy-N-methyl-4-{[3-(4-{[(1R,4R)-4-(diethylamino)cyclohexyl]amino}-1-(2,2,2-trifluoroethyl)-1H-indol-2-yl)prop-2-yn-1-yl]amino}benzamide COC=1C=C(C(=O)NC)C=CC1NCC#CC=1N(C2=CC=CC(=C2C1)NC1CCC(CC1)N(CC)CC)CC(F)(F)F